C1=CC=CC=2SC3=C(C21)C=C2C=CC=CC2=C3 benzo[B]naphtho[2,3-D]thiophene